methyl ether 3-(2-oxocyclohexyl)propanoate O=C1C(CCCC1)CCC(=O)O.COC